butyl (2R,5S)-2,5-dimethylpiperazine-1-carboxylate C[C@H]1N(C[C@@H](NC1)C)C(=O)OCCCC